2-Cyano-2-methoxyacetic acid C(#N)C(C(=O)O)OC